C(CCCCCCCCCCCCCCCCCCCCCCCCCCC)(=O)N[C@@H](CO)[C@H](O)CCCCCCCCCCCCCCC N-(octacosanoyl)-sphinganine